2-({(1R)-1-[1-Benzyl-4-(2,5-difluorophenyl)-1H-imidazol-2-yl]-2,2-dimethylpropyl}{3-[(tert-butoxycarbonyl)amino]-2-(hydroxymethyl)propyl}amino)-2-oxoethylacetat C(C1=CC=CC=C1)N1C(=NC(=C1)C1=C(C=CC(=C1)F)F)[C@@H](C(C)(C)C)N(C(CCC(=O)[O-])=O)CC(CNC(=O)OC(C)(C)C)CO